C(C(C)C)NC1=NC(=NC(=N1)NC1CCOCC1)C1=NC(=CC=C1)C(F)(F)F N2-isobutyl-N4-(tetrahydro-2H-pyran-4-yl)-6-(6-(trifluoromethyl)-pyridin-2-yl)-1,3,5-triazine-2,4-diamine